(3-chlorophenyl)(4-hydroxyphenyl)methanone Methyl-5-(2-oxo-3-(3,4,5-trifluorobenzyl)pyrrolidin-1-yl)-3-(pyridazin-4-yl)-1-((2-(trimethylsilyl)ethoxy)methyl)-1H-pyrrole-2-carboxylate COC(=O)C=1N(C(=CC1C1=CN=NC=C1)N1C(C(CC1)CC1=CC(=C(C(=C1)F)F)F)=O)COCC[Si](C)(C)C.ClC=1C=C(C=CC1)C(=O)C1=CC=C(C=C1)O